(2,6-Dichloropyridin-4-yl)(morpholino)methanone ClC1=NC(=CC(=C1)C(=O)N1CCOCC1)Cl